[Br-].C(CC)[N+](CCC)(CCC)CCC Tetrapropyl-ammonium bromide